2-(trifluoromethyl)azetidine trifluoroacetate FC(C(=O)O)(F)F.FC(C1NCC1)(F)F